FC=1C=CC=2C3CC[C@@]4(C(\C(\[C@H](C4C3CCC2C1)CCC(N1CCCC1)=O)=C/O)=O)C (13S,15S,Z)-3-fluoro-16-(hydroxymethylene)-13-methyl-15-(3-oxo-3-(pyrrolidin-1-yl)propyl)-6,7,8,9,11,12,13,14,15,16-decahydro-17H-cyclopenta[a]phenanthren-17-one